ClC1=C2C(=NC=C1)N(C(=C2)C2=CC(=NC=C2)OCC2=NC=CC=C2)C(=O)OC(C)(C)C tert-butyl 4-chloro-2-(2-(pyridin-2-ylmethoxy)pyridin-4-yl)-1H-pyrrolo[2,3-b]pyridine-1-carboxylate